(R)-3-((S)-1-((2,5-bis(trifluoromethyl)pyrazolo[1,5-a]pyrimidin-7-yl)amino)-2-(4-fluorophenyl)propan-2-yl)pyrrolidine-1-carboxamide FC(C1=NN2C(N=C(C=C2NC[C@](C)(C2=CC=C(C=C2)F)[C@@H]2CN(CC2)C(=O)N)C(F)(F)F)=C1)(F)F